5-[4-(2-methylphenyl)-1,2,3-triazol-1-yl]-1-oxo-3H-isoindol-2-ylpiperidine-2,6-dione CC1=C(C=CC=C1)C=1N=NN(C1)C=1C=C2CN(C(C2=CC1)=O)N1C(CCCC1=O)=O